C1(CC1)NC(C1=CC(=C(C=C1)C)C=1C=NN(C1)C1=CN=C2N1C=C(C=C2)S(=O)(=O)N2CCOCC2)=O N-cyclopropyl-4-methyl-3-{1-[6-(morpholine-4-sulfonyl)imidazo[1,2-a]pyridin-3-yl]-1H-pyrazol-4-yl}benzamide